C(C=C)=O acrylic hydrid